4,4'-(Pentane-3,3-diyl)diphenol CCC(CC)(C1=CC=C(C=C1)O)C1=CC=C(C=C1)O